NC1=NC=C(C=C1C(=O)N1CC(C1)N(C)C)Br (2-amino-5-bromopyridin-3-yl)(3-(dimethylamino)azetidin-1-yl)methanone